NC1=C(C(N=C(N1C1(CC1)C1=CC=C(C=C1)Cl)S)=O)N=O 6-amino-1-(1-(4-chlorophenyl)cyclopropyl)-2-mercapto-5-nitrosopyrimidin-4(1H)-one